(2R)-4-oxo-4-[3-(trifluoromethyl)-5,6-dihydro[1,2,4]triazolo[4,3-a]pyrazin-7(8H)-yl]-1-(2,4,5-trifluorophenyl)butan-2-amine dihydrogen phosphate monohydrate O.P(=O)(O)(O)O.O=C(C[C@@H](CC1=C(C=C(C(=C1)F)F)F)N)N1CC=2N(CC1)C(=NN2)C(F)(F)F